Cl.FC(C1=NC2=C(N1C1=NC(=NC(=N1)N1CCNCC1)N1CCOCC1)C=CC=C2)F 4-(4-(2-(difluoromethyl)-1H-benzo[d]imidazol-1-yl)-6-(piperazin-1-yl)-1,3,5-triazin-2-yl)morpholine hydrochloride